methyl 5-(5-bromo-4-methylpyridin-2-yl)-5-oxopentanoate BrC=1C(=CC(=NC1)C(CCCC(=O)OC)=O)C